(2S)-N-(1-cyanocyclopropyl)-2-{[2-cyclopropyl-5-(1-methylcyclopropyl)pyrazol-3-yl]formamido}-3-{6-[1-(2-methoxyethyl)-3,6-dihydro-2H-pyridin-4-yl]-1,3-benzoxazol-2-yl}propenamide C(#N)C1(CC1)NC(C(=CC=1OC2=C(N1)C=CC(=C2)C=2CCN(CC2)CCOC)NC(=O)C=2N(N=C(C2)C2(CC2)C)C2CC2)=O